4-Cyano-[1,1'-biphenyl]-4'-boronic acid C(#N)C1=CC=C(C=C1)C1=CC=C(C=C1)B(O)O